C(C)(C)(C)OC(=O)N1CC2=C(CC1)N(N=C2I)C 3-iodo-1-methyl-1H,4H,5H,6H,7H-pyrazolo[4,3-C]pyridine-5-carboxylic acid tert-butyl ester